tert-butyl ((1R,2S)-1,2-bis(4-chlorophenyl)-2-hydroxyethyl)carbamate ClC1=CC=C(C=C1)[C@H]([C@@H](O)C1=CC=C(C=C1)Cl)NC(OC(C)(C)C)=O